S1C(=NC2=C1C=CC=C2)NC(CCl)=O N-(benzo[d]thiazol-2-yl)-2-chloroacetamide